N-((1-aminoisoquinolin-6-yl)methyl)-5,6-dichloronicotinamide NC1=NC=CC2=CC(=CC=C12)CNC(C1=CN=C(C(=C1)Cl)Cl)=O